3-[3-(dibenzylamino)pyrrolidin-1-yl]-2,2-difluoropropan-1-ol C(C1=CC=CC=C1)N(C1CN(CC1)CC(CO)(F)F)CC1=CC=CC=C1